(4bS,5R,6S,7S,7aR)-7a-(4-bromophenyl)-6-(((2-hydroxy-2-methylpropyl)amino)methyl)-4-methoxy-7-phenyl-5,6,7,7a-tetrahydro-4bH-cyclopenta[4,5]furo[2,3-c]pyridine-4b,5-diol BrC1=CC=C(C=C1)[C@]12[C@](C3=C(C=NC=C3OC)O1)([C@@H]([C@@H]([C@H]2C2=CC=CC=C2)CNCC(C)(C)O)O)O